FC1(CN(CC12CN(C2)C([2H])([2H])[2H])C2=NC(=CC1=C2N=C(N=C1)NC1CCN(CC1)S(=O)(=O)C)C)F 8-(8,8-difluoro-2-(methyl-d3)-2,6-diazaspiro[3.4]octan-6-yl)-6-methyl-N-(1-(methylsulfonyl)piperidin-4-yl)pyrido[3,4-d]pyrimidin-2-amine